2-bromo-4-chlorobenzoic acid methyl ester COC(C1=C(C=C(C=C1)Cl)Br)=O